5-((1R,6S)-5-((7-ethyl-6-carbonyl-5,6-dihydro-1,5-naphthyridin-3-yl)methyl)-2,5-diazabicyclo[4.1.0]heptan-2-yl)-N-methylpicolinamide C(C)C=1C(NC=2C=C(C=NC2C1)CN1CCN([C@@H]2C[C@H]12)C=1C=CC(=NC1)C(=O)NC)=C=O